ClC1=C(OC(C(=O)O)(C)C)C(=CC(=C1)CN1N=CN(C1=O)C1=CC=C(C=C1)OC(F)(F)F)Cl 2-(2,6-Dichloro-4-((5-oxo-4-(4-(tri-fluoromethoxy)phenyl)-4,5-dihydro-1H-1,2,4-triazol-1-yl)methyl)phenoxy)-2-methylpropionic acid